N[C@@H]1C=2C(=NC=CC2)CC12CCN(CC2)C2=NC(=C1C(=N2)NN=C1SC1=C(C(=CC=C1)Cl)Cl)C#N (S)-6-(5-amino-5,7-dihydrospiro[cyclopenta[b]pyridin-6,4'-piperidin]-1'-yl)-3-((2,3-dichlorophenyl)thio)-1H-pyrazolo[3,4-d]pyrimidine-4-carbonitrile